NS(=O)(=O)NCCNC=1C(=NON1)C(NCC=1OC=C(C1)Br)=NO 4-({2-[(aminosulfonyl)amino]ethyl}amino)-N-[(4-bromo-2-furyl)methyl]-N'-hydroxy-1,2,5-oxadiazole-3-carboximidamide